(2,7-diisopropyl-4-oxo-pyrazolo[3,4-d]pyridazin-5-yl)-N-pyrimidin-2-yl-acetamide C(C)(C)N1N=C2C(=NN(C(C2=C1)=O)CC(=O)NC1=NC=CC=N1)C(C)C